2-butyloctylamine C(CCC)C(CN)CCCCCC